OC1=C(C(=O)O)C=C(C=C1)N=NC1=CC=C(C=C1)S(=O)(=O)NC1=NC=CC=C1.C(C)NCC Diethylamine 2-hydroxy-5-[2-[4-[(2-pyridinylamino)sulfonyl]phenyl]diazenyl]-benzoate